4-methyl-2-(methylsulfonyl)-6-(thiophen-2-yl)pyrimidine CC1=NC(=NC(=C1)C=1SC=CC1)S(=O)(=O)C